3-acrylamidopropyl-dimethyl-propane ammonium [NH4+].C(C=C)(=O)NCCCCC(C)(C)C